aminopropyl-methyldimethoxysilane ethyl-N-(4-chlorobenzyl)-P-(4-(5-(trifluoromethyl)-1,3,4-oxadiazol-2-yl)benzyl)phosphonamidate C(C)OP(=O)(NCC1=CC=C(C=C1)Cl)CC1=CC=C(C=C1)C=1OC(=NN1)C(F)(F)F.NCCC[Si](OC)(OC)C